FC1(C[C@H](C[C@H](C1)NC(OCC1=CC=CC=C1)=O)NC(OC(C)(C)C)=O)F Benzyl Tert-butyl [(1R,3S)-5,5-difluorocyclohexane-1,3-diyl]biscarbamate